C(C1=CC=CC=C1)N1CC(N2C1=C(C(=C(C2=O)Cl)CC2=CC=CC1=CC=CC=C21)C2=CC(=CC=C2)C(F)(F)F)C(=O)O 1-benzyl-6-chloro-7-(naphthalen-1-ylmethyl)-5-oxo-8-(3-(trifluoromethyl)phenyl)-1,2,3,5-tetrahydroimidazo[1,2-a]pyridine-3-carboxylic acid